di-sec-butyl peroxy dicarbonate C(OC(C)CC)(OOOOC(OC(C)CC)=O)=O